methyl 4-bromo-1H-pyrrolo[2,3-b]pyridine-2-carboxylate BrC1=C2C(=NC=C1)NC(=C2)C(=O)OC